3-(tert-butylsulfanyl)-1-(4-chlorobenzyl)-2-(2-methyl-2-(4-methyloxazol-2-yl)propyl)-1H-indol-5-ol C(C)(C)(C)SC1=C(N(C2=CC=C(C=C12)O)CC1=CC=C(C=C1)Cl)CC(C)(C=1OC=C(N1)C)C